2-((1-(2-methoxyethyl)cyclobutyl)methyl)-6-((2-methyl-6-(trifluoromethyl)pyridin-3-yl)sulfonyl)-2,6-diazaspiro[3.3]heptane COCCC1(CCC1)CN1CC2(C1)CN(C2)S(=O)(=O)C=2C(=NC(=CC2)C(F)(F)F)C